4-phenethoxyaniline C(CC1=CC=CC=C1)OC1=CC=C(N)C=C1